NCC1=C(SC(=C1)Cl)C=1N=C(C(=NC1)OC1CCCCC1)C (1S,3S)-3-((5-(3-(aminomethyl)-5-chlorothiophen-2-yl)-3-methylpyrazin-2-yl)oxy)cyclohexane